FC1=CC(=C2C=C(N(C2=C1)CCNC1=NC=NC(=C1)C1=CC=C(C=C1)C=1N=C(NC1)C)C)OC [2-(6-Fluoro-4-methoxy-2-methyl-indol-1-yl)-ethyl]-{6-[4-(2-methyl-1H-imidazol-4-yl)-phenyl]-pyrimidin-4-yl}-amine